FC1=C(C(=CC=C1)C)N1CCC(CC1)N1C(N(C=2C(C1)=CN(N2)CC(CO)C)CC2=C(C=CC=C2)C(F)(F)F)=O 5-[1-(2-Fluoro-6-methyl-phenyl)-piperidin-4-yl]-2-(3-hydroxy-2-methyl-propyl)-7-(2-trifluoromethyl-benzyl)-2,4,5,7-tetrahydro-pyrazolo[3,4-d]pyrimidin-6-on